2-(3-(4'-chloro-3'-methyl-[1,1'-biphenyl]-3-yl)-5-(cyclopropylmethyl)-4-(3-fluoro-4-sulfamoylbenzyl)-1H-pyrazol-1-yl)thiazole-4-carboxylic acid ClC1=C(C=C(C=C1)C1=CC(=CC=C1)C1=NN(C(=C1CC1=CC(=C(C=C1)S(N)(=O)=O)F)CC1CC1)C=1SC=C(N1)C(=O)O)C